CC1([C@H](C1)C(=O)N1CC2(C1)CN(CC2C(=O)N)C(=O)C=2C=NNC2)C 2-((S)-2,2-dimethylcyclopropane-1-carbonyl)-6-(1H-pyrazole-4-carbonyl)-2,6-diazaspiro[3.4]Octane-8-carboxamide